tert-butyl (2S,6R)-4-((S)-l-1-bromo-6-oxo-3-(pyridin-2-yl)-10-(trifluoromethyl)-3,4-dihydro-2H,6H-[1,4]thiazepino[2,3,4-ij]quinazolin-8-yl)-2,6-dimethylpiperazine-1-carboxylate BrS1C[C@@H](CN2C(N=C(C3=CC(=CC1=C23)C(F)(F)F)N2C[C@@H](N([C@@H](C2)C)C(=O)OC(C)(C)C)C)=O)C2=NC=CC=C2